CC(=O)[C@@H](C(=O)O)N L-2-amino-3-oxobutanoate